ClC=1C(=CC(=NC1)OC[C@H]1CNC(C1)=O)N1C(C2=C(C=C1)N(N=C2)CC2=C(C=CC=C2)F)=O |r| rac-5-(5-chloro-2-((5-oxopyrrolidin-3-yl)methoxy)pyridin-4-yl)-1-(2-fluorobenzyl)-1,5-dihydro-4H-pyrazolo[4,3-c]pyridin-4-one